(R)-4-(2-(4,7-difluoro-3,3-dimethyl-2-oxo-5-(trifluoromethyl)indol-1-yl)acetamido)-3-fluorobutyric acid FC1=C2C(C(N(C2=C(C=C1C(F)(F)F)F)CC(=O)NC[C@@H](CC(=O)O)F)=O)(C)C